methyl 16-(cyclobutanesulfonamido)hexadecanoate C1(CCC1)S(=O)(=O)NCCCCCCCCCCCCCCCC(=O)OC